C(C)(C)C1C(N1C(C1=CC=CC=C1)(C1=CC=CC=C1)C1=CC=CC=C1)C(=O)O 3-isopropyl-1-tritylaziridine-2-carboxylic acid